Tert-butyl 4-(((7-(5-(difluoromethyl)-1,3,4-oxadiazol-2-yl)imidazo[1,2-a]pyridin-2-yl)methyl) (3-fluorophenyl)carbamoyl)piperidine-1-carboxylate FC(C1=NN=C(O1)C1=CC=2N(C=C1)C=C(N2)CN(C(=O)C2CCN(CC2)C(=O)OC(C)(C)C)C2=CC(=CC=C2)F)F